N-(4-methylaminobenzoyl)-L-glutamic acid diethyl ester C(C)OC([C@@H](NC(C1=CC=C(C=C1)NC)=O)CCC(=O)OCC)=O